2-ethoxyethyl-2-oxazoline C(C)OCCC=1OCCN1